C1(CCCCC1)NC(NS(=O)(=O)C1=CC=C(CCNC(=O)C2=NC=C(N=C2)C)C=C1)=O N-[4-(3-cyclohexylureidosulfonyl)phenethyl]-5-methyl-2-pyrazinecarboxamide